[3-acetoxy-2-[(1R,6R)-6-isopropenyl-3-methyl-cyclohex-2-en-1-yl]-5-pentyl-4-(3-pyridylsulfonylcarbamoyl)phenyl] acetate C(C)(=O)OC1=C(C(=C(C(=C1)CCCCC)C(NS(=O)(=O)C=1C=NC=CC1)=O)OC(C)=O)[C@@H]1C=C(CC[C@H]1C(=C)C)C